C1(CC1)[C@]1(C(N(C[C@H]1C)C=1C=2N(C=C(N1)C1=CC(N(C=C1)C)=O)N=CC2)=O)C#N (3R,4S)-3-cyclopropyl-4-methyl-1-[6-(1-methyl-2-oxopyridin-4-yl)pyrazolo[1,5-a]pyrazin-4-yl]-2-oxopyrrolidine-3-carbonitrile